tert-Butyl 9-(5-iodo-3-methyl-4-oxo-7-((2-(trimethylsilyl)ethoxy) methyl)-4,7-dihydro-3H-pyrrolo[2,3-d]pyrimidin-2-yl)-3,9-diazabicyclo[3.3.1]nonane-3-carboxylate IC1=CN(C=2N=C(N(C(C21)=O)C)N2C1CN(CC2CCC1)C(=O)OC(C)(C)C)COCC[Si](C)(C)C